FC1=C(C=C(C(=C1)N1C[C@H](N([C@H](C1)C)C)C)NC(=O)C1=CNC(C=C1C(F)(F)F)=O)C=1CCN(CC1)C(=O)OCC(C)C |r| 2-methylpropyl 4-[2-fluoro-5-[[6-oxo-4-(trifluoromethyl)-1H-pyridine-3-carbonyl] amino]-4-[rac-(3R,5S)-3,4,5-trimethylpiperazin-1-yl]phenyl]-3,6-dihydro-2H-pyridine-1-carboxylate